1-{4-[2-(3-amino-8-azabicyclo[3.2.1]oct-8-yl)ethyl]piperazin-1-yl}ethanone 8-((2-(4-methylpiperazin-1-yl)ethyl)carbamoyl)-6-oxo-6H-benzo[c]chromen-3-yl-acetate CN1CCN(CC1)CCNC(=O)C=1C=CC2=C(C(OC3=CC(=CC=C23)CC(=O)O)=O)C1.NC1CC2CCC(C1)N2CCN2CCN(CC2)C(C)=O